N-(1-Adamantylmethyl)-4-[4-[3-[4-(5-hydroxypyridin-3-yl)pyrazol-1-yl]-5-(trifluoromethyl)benzoyl]piperazin-1-yl]benzamide C12(CC3CC(CC(C1)C3)C2)CNC(C2=CC=C(C=C2)N2CCN(CC2)C(C2=CC(=CC(=C2)C(F)(F)F)N2N=CC(=C2)C=2C=NC=C(C2)O)=O)=O